FC1=C(C=CC(=C1)F)[C@](C(C1=NC=C(C=C1)C1=CC=C(C=C1)N1CCN(CC1)C=1C=NC(=CC1)C(C(F)(F)F)O)(F)F)(CN1N=NN=C1)O (2R)-2-(2,4-difluorophenyl)-1,1-difluoro-3-(1H-tetrazol-1-yl)-1-(5-(4-(4-(6-(2,2,2-trifluoro-1-hydroxyethyl)pyridin-3-yl)piperazin-1-yl)phenyl)pyridin-2-yl)propan-2-ol